4-[(4-aminophenyl)[4-(methylthio)phenyl]methyl]aniline (1R,3r,5S)-8-Methyl-8-azabicyclo[3.2.1]octan-3-yl-2-benzyl-3-hydroxy-2-phenylpropanoate CN1[C@H]2CC(C[C@@H]1CC2)OC(C(CO)(C2=CC=CC=C2)CC2=CC=CC=C2)=O.NC2=CC=C(C=C2)C(C2=CC=C(N)C=C2)C2=CC=C(C=C2)SC